methyl (R)-2-(aminooxy)propanoate NO[C@@H](C(=O)OC)C